C(#N)C1=CC(=NC=C1)N1C[C@](C2=C1N=CN=C2N2C[C@H](N(C[C@@H]2C)C(=O)OC(C)(C)C)C)(C)COC tert-butyl (2R,5S)-4-[(5R)-7-(4-cyano-2-pyridinyl)-5-(methoxymethyl)-5-methyl-6H-pyrrolo[2,3-d]pyrimidin-4-yl]-2,5-dimethylpiperazine-1-carboxylate